N-[3-[3-(difluoromethyl)pyrazol-1-yl]-4-(1,1-dioxo-1,4-thiazinane-4-carbonyl)phenyl]cyclopropanecarboxamide FC(C1=NN(C=C1)C=1C=C(C=CC1C(=O)N1CCS(CC1)(=O)=O)NC(=O)C1CC1)F